ClCC/C(=C(\C1=CC=CC=C1)/C1=CC=C(OCCN(C(CCCCCCNC2=C3C(N(C(C3=CC=C2)=O)C2C(NC(CC2)=O)=O)=O)=O)C)C=C1)/C1=CC=CC=C1 (Z)-N-(2-(4-(4-chloro-1,2-diphenylbut-1-en-1-yl)phenoxy)ethyl)-7-((2-(2,6-dioxopiperidin-3-yl)-1,3-dioxoisoindolin-4-yl)amino)-N-methylheptanamide